tert-butyl 4-[3-[[3-cyano-1-[4-(hydroxymethyl)cyclohexyl]pyrazol-4-yl]carbamoyl]pyrazolo[1,5-a]pyrimidin-5-yl]piperazine-1-carboxylate C(#N)C1=NN(C=C1NC(=O)C=1C=NN2C1N=C(C=C2)N2CCN(CC2)C(=O)OC(C)(C)C)C2CCC(CC2)CO